C(C(O)CO)OCCCCCCCCCC mono-decyl glyceryl ether